C(C=C)(=O)OCCOC1=C(C=CC=C1)C1=CC=CC=C1 o-phenylphenoxyethyl acrylate